N1=CC(=CC2=CC=CN=C12)N1C(NC2=C1C=CC=C2)=O 1-(1,8-naphthyridin-3-yl)-1H-benzo[d]imidazol-2(3H)-one